C1(=CC=CC=C1)C=CC(=O)O β-phenyl-acrylic acid